BrC=1C(=CC(=C(C1)C1=C(C=C2C(=NC(N3C2=C1SC[C@H](C3)N3N=NC=C3)=O)N3C[C@@H](N[C@@H](C3)C)C)C(F)(F)F)F)F (3S)-11-(5-bromo-2,4-difluorophenyl)-8-((3S,5R)-3,5-dimethylpiperazin-1-yl)-3-(1H-1,2,3-triazol-1-yl)-10-(trifluoromethyl)-3,4-dihydro-2H,6H-[1,4]thiazepino[2,3,4-ij]quinazolin-6-one